OC1CC(NC1)C(=O)NC(C)C 4-hydroxy-N-isopropyl-pyrrolidine-2-carboxamide